N1C(=CC2=CC=CC=C12)CC(CCCC)C1=C(SC2=C1C=CC(=C2)N2CCC1(CN(C1)C)CC2)C(=O)N [1-(1H-indol-2-yl)hexan-2-yl]-6-(2-methyl-2,7-diazaspiro[3.5]nonan-7-yl)-1-benzothiophene-2-carboxamide